((6-(6-propyl-2-((5-(4-methylpiperazin-1-yl)pyridin-2-yl)amino)-7H-pyrrolo[2,3-d]pyrimidin-7-yl)pyridin-2-yl)imino)dimethyl-λ6-sulfanone C(CC)C1=CC2=C(N=C(N=C2)NC2=NC=C(C=C2)N2CCN(CC2)C)N1C1=CC=CC(=N1)N=S(=O)(C)C